octyl-diethoxyphenoxysilane C(CCCCCCC)[Si](OC1=CC=CC=C1)(OCC)OCC